N-((2S,3R)-1-amino-3-hydroxy-1-oxobutan-2-yl)-2-methyl-5-((2-methylpyridin-3-yl)methoxy)benzofuran-3-carboxamide NC([C@H]([C@@H](C)O)NC(=O)C1=C(OC2=C1C=C(C=C2)OCC=2C(=NC=CC2)C)C)=O